FC1=CC=C(CN2CC3C(C2)CC(C3)(O)C3=CC=C(C=C3)F)C=C1 2-(4-fluorobenzyl)-5-(4-fluorophenyl)octahydrocyclopenta[c]pyrrol-5-ol